3-((1R,4R)-2-oxa-5-azabicyclo[2.2.1]heptan-5-yl)-N-((R)-1-(3-(difluoromethyl)-2-Fluorophenyl)ethyl)-8-methylpyrido[2,3-d]pyridazin-5-amine [C@H]12OC[C@H](N(C1)C1=CC=3C(=C(N=NC3N[C@H](C)C3=C(C(=CC=C3)C(F)F)F)C)N=C1)C2